2-Chloro-N-{2-[4-(difluoromethyl)-1,3-thiazol-5-yl]-2-(4-{[(6-fluoropyrimidin-4-yl)-oxy]methyl}piperidin-1-yl)ethyl}-6-fluorobenzamid ClC1=C(C(=O)NCC(N2CCC(CC2)COC2=NC=NC(=C2)F)C2=C(N=CS2)C(F)F)C(=CC=C1)F